(E)-N,N-diethyl-3-(thien-2-yl)acrylamide C(C)N(C(\C=C\C=1SC=CC1)=O)CC